N-[4-[1,5-bis(fluoromethyl)-8-oxabicyclo[3.2.1]oct-6-en-3-yl]-2-(4,4-dimethylcyclohexen-1-yl)phenyl]-4-cyano-1-(2-trimethylsilylethoxymethyl)imidazole-2-carboxamide FCC12CC(CC(C=C1)(O2)CF)C2=CC(=C(C=C2)NC(=O)C=2N(C=C(N2)C#N)COCC[Si](C)(C)C)C2=CCC(CC2)(C)C